(R,E)-N-(1-(4-bromo-3-fluorophenyl)ethylidene)-2-methylpropane-2-sulfinamide BrC1=C(C=C(C=C1)\C(\C)=N\[S@](=O)C(C)(C)C)F